acryloxycaprolactone C(C=C)(=O)OC1C(=O)OCCCC1